4-(3-(3-(4-(1-(4-hydroxyphenyl)-2-phenylbut-1-en-1-yl)phenoxy)propoxy)-1-oxoisoindolin-2-yl)piperidine-2,6-dione OC1=CC=C(C=C1)C(=C(CC)C1=CC=CC=C1)C1=CC=C(OCCCOC2N(C(C3=CC=CC=C23)=O)C2CC(NC(C2)=O)=O)C=C1